C(C1=CC=CC=C1)OCC1=NN(C(C2=CC=C(C=C12)Br)=O)CC(=O)OCC ethyl 2-(4-((benzyloxy)methyl)-6-bromo-1-oxophthalazin-2(1H)-yl)acetate